6-((3,5-difluoropyridin-2-yl)amino)-N-ethoxy-4-((5-fluoro-4-isopropyl-2-(N-methylmethanesulfonamido)phenyl)amino)nicotinamide FC=1C(=NC=C(C1)F)NC1=NC=C(C(=O)NOCC)C(=C1)NC1=C(C=C(C(=C1)F)C(C)C)N(S(=O)(=O)C)C